NC=1C=C2CCC(N(C2=CC1)CC1=C(C(=CC=C1)C(F)(F)F)F)=O 6-amino-1-(2-fluoro-3-(trifluoromethyl)benzyl)-3,4-dihydroquinolin-2(1H)-one